6-allyl 8-ethyl 2,6-diazaspiro[3.4]octane-6,8-dicarboxylate C1NCC12CN(CC2C(=O)OCC)C(=O)OCC=C